C(CCC)[C@H]1CN(C2=C(S([C@@H]1F)(=O)=O)C=C(C(=C2)SC)O\C=C(\C(=O)O)/F)C2=CC=CC=C2 (Z)-3-(((2S,3S)-3-butyl-2-fluoro-7-(methylthio)-1,1-dioxido-5-phenyl-2,3,4,5-tetrahydrobenzo[b][1,4]thiazepin-8-yl)oxy)-2-fluoroacrylic acid